COC(=O)C1=NC(=CC(=C1)Br)COC1=C(C=C(C=C1)C(F)(F)F)Cl 4-bromo-6-((2-chloro-4-(trifluoromethyl)phenoxy)methyl)pyridine-2-carboxylic acid methyl ester